CC1=CC=C(C=C1)S(=O)(=O)OC1CC2(C1)CCC2 spiro[3.3]heptan-2-yl 4-methylbenzenesulfonate